FC=1C(=C(C(=O)OC)C=C(C1F)/C=N/NS(=O)(=O)CC1=CC=CC=C1)NC1=CC=CC=C1 methyl (E)-3,4-difluoro-2-(phenylamino)-5-((2-toluenesulfonylhydrazono)methyl)benzoate